C(C)(C)(C)OC(=O)N[C@H]1CN(CC1)C(CC1=CC=C(C=C1)NC(=O)NCC1=CC=C(C=C1)OC)=O ([4-(2-{(3R)-3-[(tert-butoxy)carbonylamino]pyrrolidinyl}-2-oxoethyl)phenyl]amino)-N-[(4-methoxyphenyl)methyl]carboxamide